C(C)(C)NC1=NC(=NC(=N1)C1=NC(=CC=C1)C(F)(F)F)NC1=CC(=NC=C1)C(C)(C)O 2-{4-[4-Isopropylamino-6-(6-trifluoromethyl-pyridin-2-yl)-[1,3,5]triazin-2-ylamino]-pyridin-2-yl}-propan-2-ol